C(C)OC(=O)C1=CC2=C(S1)C=C(C(=C2I)OC(C(=O)OC)C)OC 4-iodo-6-methoxy-5-((1-methoxy-1-oxopropan-2-yl)oxy)benzo[b]thiophene-2-carboxylic acid ethyl ester